4-(2,6-difluorobenzyl)-2-(4-((4-(hydroxymethyl)thiazol-2-yl)oxy)phenyl)-2,4-dihydro-3H-1,2,4-triazol-3-one FC1=C(CN2C(N(N=C2)C2=CC=C(C=C2)OC=2SC=C(N2)CO)=O)C(=CC=C1)F